1-phenyl-3,6-dimethoxystyryl-pyrazoline C1(=CC=CC=C1)C1(C=CN2NC=CC2)CC(=CC=C1OC)OC